C(C)(C)(C)OC(=O)NC1=NN2C(N=CC=C2)=C1C(=O)O 2-[(tert-butoxycarbonyl)amino]pyrazolo[1,5-a]pyrimidine-3-carboxylic acid